ClC1=C(C=CC=C1)C1CC2(C1)NC(N(C2=O)C=2C=NC=C1C=CC=NC21)=O 2-(2-chlorophenyl)-7-(1,6-naphthyridin-8-yl)-5,7-diazaspiro[3.4]octane-6,8-dione